[Si](C)(C)(C(C)(C)C)OC=1C=C(C2=CC=CC=C2C1)C1=CC=C2C(=NC(=NC2=C1F)Cl)N1CC2CCC(C1)N2C(=O)OC(C)(C)C tert-butyl 3-[7-[3-[tert-butyl(dimethyl)silyl]oxy-1-naphthyl]-2-chloro-8-fluoro-quinazolin-4-yl]-3,8-diazabicyclo[3.2.1]octane-8-carboxylate